C(CCC)[C@@H]1N=C(C2=CC=C(C=C2C1)OC)C1=CC=C(C#N)C=C1 4-[(3S)-3-butyl-6-methoxy-3,4-dihydroisoquinolin-1-yl]benzonitrile